(2R,3S)-1-benzyloxycarbonyl-3-(pyrrolidine-1-carbonyl)piperidine-2-carboxylic acid C(C1=CC=CC=C1)OC(=O)N1[C@H]([C@H](CCC1)C(=O)N1CCCC1)C(=O)O